3-[4-(aminomethyl)-2-oxo-benzo[cd]indol-1-yl]piperidine-2,6-dione hydrochloride Cl.NCC=1C=C2C3=C(C(N(C3=CC=C2)C2C(NC(CC2)=O)=O)=O)C1